6-(4-(3-chloro-4-fluorophenyl)-1-(2-hydroxyethyl)-1H-imidazol-5-yl)imidazo[1,2-b]pyridazine-3-carboxamide ClC=1C=C(C=CC1F)C=1N=CN(C1C=1C=CC=2N(N1)C(=CN2)C(=O)N)CCO